C1C2CC3CC1CC(C2)(C3)C#N Adamantanecarbonitrile